FC(CCS(=O)(=O)NC1=C(C=CC2=C(C(=CC=C12)C)OC=1N=NC=CC1C1=NC(=NC=C1)N[C@@H]1CNC[C@H](C1)F)F)(F)F 3,3,3-trifluoro-N-(2-fluoro-5-((4-(2-(((3S,5S)-5-fluoropiperidin-3-yl)amino)pyrimidin-4-yl)pyridazin-3-yl)oxy)-6-methylnaphthalen-1-yl)propane-1-sulfonamide